(S)-2-(2,6-dichlorobenzamido)-3-(4-(((s,3R)-3-(pyridin-2-ylamino)cyclobutoxy)methyl)phenyl)propanoic acid trifluoroacetate FC(C(=O)O)(F)F.ClC1=C(C(=O)N[C@H](C(=O)O)CC2=CC=C(C=C2)COC2CC(C2)NC2=NC=CC=C2)C(=CC=C1)Cl